β-laurylthiopropionat C(CCCCCCCCCCC)CCC(=S)[O-]